C(OC1CCC1)(=O)Cl cyclobutyl carbonochloridate